2-fluoro-3-(4-(4-(4,4,5,5-tetramethyl-1,3,2-dioxaborolan-2-yl)phenyl)piperazin-1-yl)propan-1-ol FC(CO)CN1CCN(CC1)C1=CC=C(C=C1)B1OC(C(O1)(C)C)(C)C